(4-formylphenoxy)-nitrogen C(=O)C1=CC=C(O[N])C=C1